3-(4-((2-cyclopropylethyl)((1r,4r)-4-(pyrrolidin-1-yl)cyclohexyl)amino)-1-oxoisoindolin-2-yl)piperidine-2,6-dione C1(CC1)CCN(C1=C2CN(C(C2=CC=C1)=O)C1C(NC(CC1)=O)=O)C1CCC(CC1)N1CCCC1